3-(2-acetoxy-4,6-dimethylphenyl)-3-methylbutanoic acid chloride C(C)(=O)OC1=C(C(=CC(=C1)C)C)C(CC(=O)Cl)(C)C